C1(CCCCC1)CCC(=O)OC(CSCCCCCC(CCCCCSCC(CCCCCC)OC(CCC1CCCCC1)=O)N(C([2H])([2H])[2H])CCCCO[Si](C1=CC=CC=C1)(C1=CC=CC=C1)C(C)(C)C)CCCCCC ((6-((4-tert-Butyldiphenylsilyloxybutyl)(methyl-d3)amino)undecane-1,11-diyl)bis-(sulfanediyl))bis(octane-1,2-diyl) bis(3-cyclohexylpropanoate)